CC1=C(NC(C)C2=NC=3C(CCCC3C=C2)O)C(=CC(=C1)C)C 2-(1-(2,4,6-trimethylanilino)ethyl)-8-hydroxy-5,6,7,8-tetrahydroquinoline